FC1=C(C=CC(=C1C)F)N(C(=O)[C@H]1N(S(CC1)(=O)=O)C1=NC(=CC(=C1)C(F)(F)F)C)C (3S)-N-(2,4-difluoro-3-methyl-phenyl)-N-methyl-2-[6-methyl-4-(trifluoromethyl)-2-pyridyl]-1,1-dioxo-1,2-thiazolidine-3-carboxamide